ClC1=CC=C2C=CNC2=C1C(=O)NNC(O)=O N-[(6-chloro-1H-indole-7-carbonyl)amino]carbamic acid